(R) or (S)-N'-((1,2,3,5,6,7-hexahydro-s-indacen-4-yl)carbamoyl)-2-(2-hydroxypropan-2-yl)thiazole-4-sulfonimidamide C1CCC2=C(C=3CCCC3C=C12)NC(=O)N=[S@](=O)(N)C=1N=C(SC1)C(C)(C)O |o1:16|